(2R,3S)-N1-((S)-1-methyl-2-oxo-5-phenyl-2,3-dihydro-1H-benzo[e][1,4]diazepin-3-yl)-2,3-bis(3,3,3-trifluoropropyl)succinamide CN1C2=CC=CC=C2C(=N[C@@H](C1=O)NC(=O)[C@H](CCC(F)(F)F)[C@H](CCC(F)(F)F)C(=O)N)C3=CC=CC=C3